Cl.N(=[N+]=[N-])CC(CNC)O 1-azido-3-(methylamino)propan-2-ol hydrochloride